C(C)(=O)C1=C(C2=C(N=C(N=C2)NC2=NC=C(C=C2)C2CCN(CC2)C2CCC(CC2)CO[Si](C)(C)C(C)(C)C)N(C1=O)C1CCCC1)C 6-acetyl-2-[[5-[1-[4-[[tert-butyl(dimethyl)silyl]oxymethyl]-cyclohexyl]-4-piperidyl]-2-pyridyl]amino]-8-cyclopentyl-5-methyl-pyrido[2,3-d]pyrimidin-7-one